N-[5-[5-[(1R,3R)-3-aminocyclopentoxy]-2-methyl-4-pyridyl]pyrazolo[1,5-a]pyridin-2-yl]cyclopropanecarboxamide N[C@H]1C[C@@H](CC1)OC=1C(=CC(=NC1)C)C1=CC=2N(C=C1)N=C(C2)NC(=O)C2CC2